O=C1NC(C(N1)(C=1N=CSC1)CNC(=O)C=1C(=C(C(=CC1)F)F)C1=CC=C(C=C1)C(F)(F)F)=O N-{[2,5-dioxo-4-(1,3-thiazol-4-yl)imidazolidin-4-yl]methyl}-5,6-difluoro-4'-(trifluoromethyl)[biphenyl]-2-carboxamide